Br\C(=C/CCCCC(=O)O)\C(=O)OCC (Z)-7-bromo-8-ethoxy-8-oxooct-6-enoic acid